FC=1C=C(O[C@@H]2[C@@](CN(C2)S(=O)(=O)C2=C(C#N)C=C(C=C2)C(F)(F)F)(CO)O)C=CC1C(F)(F)F 2-(((3r,4s)-4-(3-fluoro-4-(trifluoromethyl)phenoxy)-3-hydroxy-3-(hydroxymethyl)pyrrolidin-1-yl)sulfonyl)-5-(trifluoromethyl)benzonitrile